NC1=NOC2=C1C=C(C(=C2)C(=O)OC)C methyl 3-amino-5-methylbenzo[d]isoxazole-6-carboxylate